tert-butyl (S,E)-4-(3-(6-(cyclopropylcarbamoyl)-7-hydroxy-4-isobutyl-2-methyl-5-oxo-4,5-dihydropyrazolo[1,5-a]pyrimidin-3-yl)acryloyl)-3-methylpiperazine-1-carboxylate C1(CC1)NC(=O)C=1C(N(C=2N(C1O)N=C(C2/C=C/C(=O)N2[C@H](CN(CC2)C(=O)OC(C)(C)C)C)C)CC(C)C)=O